ClC1=CC=C(C=N1)NC1=NC=CC2=CC(=CC=C12)OCC1(CC1)OCC1=CC=NC=C1 N-(6-chloropyridin-3-yl)-6-((1-(pyridin-4-ylmethoxy)cyclopropyl)meth-oxy)isoquinolin-1-amine